OC1=CC=C(C=C1)C(C1=CC=C(C=C1)F)C1=CC=C(C=C1)O bis(4-hydroxyphenyl)-4-fluorophenylmethane